O=C1NC(CCC1N1C(C2=CC=C(C=C2C1=O)NC(C)=O)=O)=O N-(2-(2,6-dioxopiperidin-3-yl)-1,3-dioxoisoindolin-5-yl)acetamide